7-methoxy-2H-spiro[benzofuran-3,4'-piperidine]-6-carboxamide COC1=C(C=CC2=C1OCC21CCNCC1)C(=O)N